4-propyldihydrofuran-2-one C(CC)C1CC(OC1)=O